2-CHLORO-5-HYDROXYPYRIDINE-4-BORONIC ACID ClC1=NC=C(C(=C1)B(O)O)O